N-(5-((4-((1-acetylindolin-7-yl)amino)-5-chloropyrimidin-2-yl)amino)-4-methoxy-2-(methyl(2-(methylamino)ethyl)amino)phenyl)acrylamide C(C)(=O)N1CCC2=CC=CC(=C12)NC1=NC(=NC=C1Cl)NC=1C(=CC(=C(C1)NC(C=C)=O)N(CCNC)C)OC